(S)-(4-(4-(3-aminopiperidin-1-yl)-6-((2-(2-fluoro-6-methoxyphenyl)pyrimidin-4-yl)amino)pyridin-3-yl)phenyl)(4-methylpiperazin-1-yl)methanone N[C@@H]1CN(CCC1)C1=C(C=NC(=C1)NC1=NC(=NC=C1)C1=C(C=CC=C1OC)F)C1=CC=C(C=C1)C(=O)N1CCN(CC1)C